6-bromo-5-methyl-2,3-dihydro-1-benzofuran-7-carboxylic acid methyl ester COC(=O)C1=C(C(=CC=2CCOC21)C)Br